3',4',5'-trihydroxyflavone OC=1C=C(C=2OC3=CC=CC=C3C(C2)=O)C=C(C1O)O